CC1=NC(=NC(=C1NC(CCCCC)=O)C)N1CCOCC1 Hexanoic acid (4,6-dimethyl-2-morpholin-4-ylpyrimidin-5-yl)-amide